(S)-4-(2-(1-(di(pyridin-3-yl)methyl)-3-(ethoxymethyl)pyrrolidin-3-yl)ethyl)benzonitrile N1=CC(=CC=C1)C(N1C[C@](CC1)(COCC)CCC1=CC=C(C#N)C=C1)C=1C=NC=CC1